methyl-1-[3-[6-(methoxycarbonylamino)-3-pyridyl]imidazo[1,2-a]pyridine-6-carbonyl]-3,4-dihydro-2H-quinol CC1C(O)(C=CC(C1)O)C(=O)C=1C=CC=2N(C1)C(=CN2)C=2C=NC(=CC2)NC(=O)OC